CSC1=NC(=CC(=N1)C1=C(C(=O)O)C=CC=C1)C(F)(F)F 2-(2-(methylthio)-6-(trifluoromethyl)pyrimidin-4-yl)benzoic acid